(2S,4R)-1-((R)-2-(3-(2-bromoethoxy)isoxazol-5-yl)-3-methylbutanoyl)-4-hydroxy-N-((S)-1-(4-(4-methylthiazol-5-yl)phenyl)ethyl)pyrrolidine-2-carboxamide BrCCOC1=NOC(=C1)[C@H](C(=O)N1[C@@H](C[C@H](C1)O)C(=O)N[C@@H](C)C1=CC=C(C=C1)C1=C(N=CS1)C)C(C)C